[N+](=O)([O-])C1=C(C=CC=C1)N1C(=CC=C1)\C=C/C=N/N=C(N)N N''-[(E)-[(2Z)-3-[1-(2-nitrophenyl)-1H-pyrrol-2-yl]prop-2-en-1-ylidene]amino]guanidine